2-(4-methoxy-1H-indol-3-yl)-1-(morpholino-d8)ethanone COC1=C2C(=CNC2=CC=C1)CC(=O)N1C(C(OC(C1([2H])[2H])([2H])[2H])([2H])[2H])([2H])[2H]